COC=1C=C(CN(C2=CC(=CC=C2)OCCOCCN2CCOCC2)CC2=CC=C(C=C2)N2CCOCC2)C=CC1 N-(3-methoxybenzyl)-N-(4-morpholinobenzyl)-3-(2-(2-morpholinoethoxy)ethoxy)aniline